[C@@H]12[C@H]([C@H]([C@@H](CC1)C2)C(=O)O)C(=O)O (1R,2R,3S,4S)-bicyclo[2.2.1]heptane-2,3-dicarboxylic acid